ClC1=CC=C(C=N1)NC1=NC=CC2=CC(=CC=C12)OCC1OC(C1)(C)C N-(6-chloropyridin-3-yl)-6-((4,4-dimethyloxetan-2-yl)methoxy)isoquinolin-1-amine